C1(=CC=CC=C1)C1=C(C(=NN=N1)C=1C(=C(C=CC1)C1=CC=CC=C1)C1=CC=CC=2SC3=C(C21)C=CC=C3)C3=C(C=CC=C3)C3=CC=CC=C3 [phenyl-(biphenylyl)triazinyl](dibenzothiophenyl)biphenyl